CC(COC1=C(C=C(C=C1)C(C)(C)O)C=1C2=C(C(N(C1)C)=O)N(C=C2)S(=O)(=O)C2=CC=C(C=C2)C)(CN2CC(C2)OC2CCN(CC2)C(C(F)(F)F)=O)C 4-[2-[2,2-dimethyl-3-[3-[[1-(2,2,2-trifluoroacetyl)-4-piperidyl]oxy]azetidin-1-yl]propoxy]-5-(1-hydroxy-1-methyl-ethyl)phenyl]-6-methyl-1-(p-tolylsulfonyl)pyrrolo[2,3-c]pyridin-7-one